9-(2,2-dimethoxyethoxy)-5,6-dimethyl-6H-pyrido[4,3-b]carbazole COC(COC1=CC=2C=3C=C4C(=C(C3N(C2C=C1)C)C)C=CN=C4)OC